4-(benzyl-(2-formyl-5-(trifluoromethyl)phenyl)amino)butanoic acid C(C1=CC=CC=C1)N(CCCC(=O)O)C1=C(C=CC(=C1)C(F)(F)F)C=O